n-hexylisocyanate C(CCCCC)N=C=O